N[C@@H](C)C1=CC=C(OC2=CC=C3C=NC(=NC3=C2)NC2=C(C=C3CCN(CC3=C2)C)OC)C=C1 7-{4-[(1S)-1-aminoethyl]-phenoxy}-N-(6-methoxy-2-methyl-1,2,3,4-tetrahydro-isoquinolin-7-yl)quinazolin-2-amine